24-(eicosa-11-enoyloxy)-tetracosanoic acid C(CCCCCCCCCC=CCCCCCCCC)(=O)OCCCCCCCCCCCCCCCCCCCCCCCC(=O)O